CN(CC#CC1=C(C=C(C=C1)C=1CCN(CC1)CCC(C(=O)NO)(S(=O)(=O)C)C)F)C 4-(4-(4-(3-(dimethylamino)prop-1-yn-1-yl)-3-fluorophenyl)-3,6-dihydropyridin-1(2H)-yl)-N-hydroxy-2-methyl-2-(methylsulfonyl)butanamide